FC(CN1N=CC=2C1=NC(=CN2)N2CCC1(CCNC1=O)CC2)F 8-[1-(2,2-difluoroethyl)-1H-pyrazolo[3,4-b]pyrazin-6-yl]-2,8-diazaspiro[4.5]decan-1-one